ClC1=C(C#N)C(=CC=N1)NC1=CC2=C(N(C(N2C[C@@H](CC)O)=O)C)C=C1 (R)-2-Chloro-4-((3-(2-hydroxybutyl)-1-methyl-2-oxo-2,3-dihydro-1H-benzo[d]imidazol-5-yl)amino)nicotinonitrile